1-(6-o-methylbenzoyl-9-ethylcarbazol-3-yl)-3-cyclohexyl-propan-1-one CC1=C(C(=O)C=2C=C3C=4C=C(C=CC4N(C3=CC2)CC)C(CCC2CCCCC2)=O)C=CC=C1